CC1([C@@H]2[C@H](N=C3N1C(=CS3)C3=CC=CC=C3)C3=C1C(=CC=C3OC2)C=CC=C1)C (8aS,14aS)-9,9-dimethyl-11-phenyl-8a,14a-dihydro-8H,9H-benzo[5,6]chromeno[4,3-d]thiazolo[3,2-a]pyrimidine